C(C)(C)(C)OC(=O)NCCCN1N=CC(=C1)[N+](=O)[O-] tert-butoxycarbonyl-3-(4-nitro-1H-pyrazol-1-yl)-1-propylamine